C12N(CC(CC1)C2)CCNC(=O)C=2C=C(C(=NC2)C)NC(=O)C=2C=NN1C2SC(=C1)C=1C(=NN(C1)C)C N-(5-((2-(2-azabicyclo[2.2.1]heptan-2-yl)ethyl)carbamoyl)-2-methylpyridin-3-yl)-2-(1,3-dimethyl-1H-pyrazol-4-yl)pyrazolo[5,1-b]thiazole-7-carboxamide